(S)-4-(4-fluorophenyl)-N-(tetrahydrofuran-3-yl)-3,4-dihydroquinoxaline-1(2H)-carboxamide FC1=CC=C(C=C1)N1CCN(C2=CC=CC=C12)C(=O)N[C@@H]1COCC1